C(C)(C)(C)OC(=O)N([C@H]1CN(CC1)C=1C2=CN(N=C2C(=CC1)C(=O)OC)CC)C methyl 4-[(3R)-3-[(tert-butoxycarbonyl)(methyl)amino]pyrrolidin-1-yl]-2-ethylindazole-7-carboxylate